2-(((2-((tert-butyldimethylsilyl)oxy)ethyl)thio)methyl)pyridin-4-amine [Si](C)(C)(C(C)(C)C)OCCSCC1=NC=CC(=C1)N